1,2-dihydrophthalazin-1-one C1(NN=CC2=CC=CC=C12)=O